zirconium tetra-n-Butanol C(CCC)O.C(CCC)O.C(CCC)O.C(CCC)O.[Zr]